C(C1=CC=CC=C1)[C@@H]1C(N2C(N(O1)C(=O)OCCC1=CC=C(C=C1)O)CN(C([C@@H]2CC2=CC=C(C=C2)O)=O)[C@H](C(=O)NCCC(C)C)CCCC)=O 4-hydroxyphenethyl (3R,6S)-3-benzyl-6-(4-hydroxybenzyl)-8-((S)-1-(isopentylamino)-1-oxohexan-2-yl)-4,7-dioxohexahydropyrazino[2,1-c][1,2,4]oxadiazine-1(6H)-carboxylate